2-amino-5-((4-isopropyl)-phenyl)-1,3,4-oxadiazole NC=1OC(=NN1)C1=CC=C(C=C1)C(C)C